6-allyloxy-3-(3-nitro-pyrazol-1-yl)-1,6-diazabicyclo[3.2.1]oct-3-en-7-one C(C=C)ON1C2C=C(CN(C1=O)C2)N2N=C(C=C2)[N+](=O)[O-]